OC(C1=CN=C(O1)N1CCN(CC1)C(=O)OC(C)(C)C)C1=CC=CC=C1 tert-butyl 4-(5-(hydroxy(phenyl)methyl)oxazol-2-yl)piperazine-1-carboxylate